6-fluoro-3-methoxy-2-(methyl-d3)pyridine FC1=CC=C(C(=N1)C([2H])([2H])[2H])OC